Cl.NCC(=O)C1=CC(=C(C=C1)O)O 2-amino-1-(3,4-dihydroxyphenyl)ethan-1-one hydrochloride